CC1(OB(OC1(C)C)C1=CC(=CC2=CC=CC(=C12)C#C[Si](C(C)C)(C(C)C)C(C)C)NC(OC(C)(C)C)=O)C t-butyl (4-(4,4,5,5-tetramethyl-1,3,2-dioxaborolan-2-yl)-5-((triisopropylsilyl)ethynyl) naphthalen-2-yl)carbamate